CC1=C(C(=CC=C1)C(F)(F)F)COC=1C=NC(=NC1)N1C[C@H](CC1)C(=O)N (3S)-1-(5-{[2-methyl-6-(trifluoromethyl)phenyl]methoxy}pyrimidin-2-yl)pyrrolidine-3-carboxamide